1-(6-cyclopropyl-2-(hydroxymethyl)imidazo[1,2-a]pyrazin-8-yl)-3-methylimidazolidine-2,4-dione C1(CC1)C=1N=C(C=2N(C1)C=C(N2)CO)N2C(N(C(C2)=O)C)=O